3-[[(1R)-1-(3,6-Dimethyl-4-oxo-2-phenyl-chromen-8-yl)ethyl]amino]-N-meth-oxy-N-methyl-pyridine-2-carboxamide CC1=C(OC2=C(C=C(C=C2C1=O)C)[C@@H](C)NC=1C(=NC=CC1)C(=O)N(C)OC)C1=CC=CC=C1